ClC1=C(OC=2SC3=C(N2)SC(=N3)N3CCC2(CC3)[C@@H](C3=CC=CC=C3C2)CC(C)(S(=O)N)C)C=CC=C1Cl ((S)-1'-(5-(2,3-dichlorophenoxy)thiazolo[5,4-d]thiazol-2-yl)-1,3-dihydrospiro[inden-2,4'-piperidin]-1-yl)-2-methylpropan-2-sulfinamide